(1R,4R)-5-(2-((tert-Butyldimethylsilyl)oxy)ethyl)-2-oxa-5-azabicyclo[2.2.1]Heptane [Si](C)(C)(C(C)(C)C)OCCN1[C@H]2CO[C@@H](C1)C2